α-pentylcinnamaldehyde C(CCCC)C(C=O)=CC1=CC=CC=C1